BrC1=CC(=C(C(=O)O)C(=C1)OC1=C(C=C(C=C1)F)C)F 4-bromo-2-fluoro-6-(4-fluoro-2-methylphenoxy)benzoic acid